BrC1=NC=CC2=CC(=CC=C12)CC(CC)C 1-bromo-6-(2-methylbutyl)isoquinoline